(R,2R)-N'-(((R)-2-fluoro-1,2,3,5,6,7-hexahydro-s-indacen-4-yl)carbamoyl)-2-(methoxymethyl)-N-trityl-2,3-dihydropyrazolo[5,1-b]oxazole-7-sulfonimidamide F[C@@H]1CC2=CC=3CCCC3C(=C2C1)NC(=O)N=[S@@](=O)(NC(C1=CC=CC=C1)(C1=CC=CC=C1)C1=CC=CC=C1)C=1C=NN2C1O[C@H](C2)COC